COC1=CC=C(C=C1)C=CC=O 3-(4-methoxyphenyl)-prop-2-en-1-one